4-(piperidine-4-yl)phenol N1CCC(CC1)C1=CC=C(C=C1)O